C1(=CC=CC2=CC=CC=C12)NCCN N-(1-Naphthyl)ethylenediamine